1-(3-(difluoromethoxy)phenyl)-1H-indole-5-carboxylic acid methyl ester COC(=O)C=1C=C2C=CN(C2=CC1)C1=CC(=CC=C1)OC(F)F